(R)-1-(1-acryloylpiperidin-3-yl)-3-(3-chloro-4-(m-tolyloxy)phenyl)-1H-imidazo[4,5-c]pyridin-2(3H)-one C(C=C)(=O)N1C[C@@H](CCC1)N1C(N(C=2C=NC=CC21)C2=CC(=C(C=C2)OC=2C=C(C=CC2)C)Cl)=O